F[C@@H]1C[C@H](N(C1)C(CN1N=C(C2=CC(=CC=C12)C1=CN=NC=C1)C(=O)N)=O)C(NC1=C(C=CC=C1)N1N=CC=C1C)=O 1-(2-((2S,4R)-4-fluoro-2-(2-(5-methyl-1H-pyrazol-1-yl)phenylcarbamoyl)pyrrolidin-1-yl)-2-oxoethyl)-5-(pyridazin-4-yl)-1H-indazole-3-carboxamide